C(C)(C)(C)OC(=O)N(CCCCN1C(=C(C2=CC=C(C(=C12)C=1C(=NN(C1C)C)CBr)F)CCCOC1=CC=CC2=CC=CC=C12)C(=O)OCC)C(=O)OC(C)(C)C (rac)-ethyl 1-{4-[bis(tert-butoxycarbonyl)amino]butyl}-7-[3-(bromo-methyl)-1,5-dimethyl-1H-pyrazol-4-yl]-6-fluoro-3-{3-[(naphthalen-1-yl)oxy]propyl}-1H-indole-2-carboxylate